tert-butyl (3-((6-bromoquinolin-2-yl)oxy)propyl)carbamate BrC=1C=C2C=CC(=NC2=CC1)OCCCNC(OC(C)(C)C)=O